C(C)(C)(C)N1N=C(C=C1C)NC1=CC(=C(C(=N1)C[C@@]1(C[C@H](N(CC1)CC1=C(C(=CC=C1)Cl)F)C)C(=O)OC(C)(C)C)F)C(C(C)C)=O tert-butyl (2R,4R)-4-((6-((1-(tert-butyl)-5-methyl-1H-pyrazol-3-yl)amino)-3-fluoro-4-isobutyrylpyridin-2-yl) methyl)-1-(3-chloro-2-fluorobenzyl)-2-methylpiperidine-4-carboxylate